ClC1=NC(=CC(=N1)C#N)NC1=C(C=CC=C1)Br 2-chloro-6-[(2-bromophenyl)amino]pyrimidine-4-carbonitrile